FC1(CC(C1)N1C(C=2C(C(=C1)C(=O)N)=NN(C2)C2OCCN2)=O)F 5-(3,3-difluorocyclobutyl)-2-(oxazolidin-2-yl)-4-oxo-2h,4h,5h-pyrazolo[4,3-c]Pyridine-7-carboxamide